6-iodo-naphtho[2,1-b]benzofuran IC1=CC=2C=CC=CC2C2=C1OC1=C2C=CC=C1